Methyl 2-([1-(1,3-dimethyl-1H-indazol-7-yl)-5-[3-(2,2-dimethylpropoxy)phenyl]-1H-pyrazol-3-yl]methoxy)-2-methylpropanoate CN1N=C(C2=CC=CC(=C12)N1N=C(C=C1C1=CC(=CC=C1)OCC(C)(C)C)COC(C(=O)OC)(C)C)C